BrC1=C(C=C(C(=O)NC2=CC(=C(C=C2)Br)C)C=C1)F 4-bromo-N-(4-bromo-3-methyl-phenyl)-3-fluoro-benzamide